C(C)(=O)NCC 2-acetamido-ethane